[Si](C)(C)(C(C)(C)C)OCCC1(OCCO1)CCO 2-(2-(2-((tert-butyldimethylsilyl)oxy)ethyl)-1,3-dioxolan-2-yl)ethan-1-ol